FC1=C(C(=CC=C1)OCCC)C=1C=C2CC(C(C2=CC1)NC(O[C@@H]1CN2CCC1CC2)=O)(C)C (S)-quinuclidin-3-yl (5-(2-fluoro-6-propoxyphenyl)-2,2-dimethyl-2,3-dihydro-1H-inden-1-yl)carbamate